3-(1-((2-(2,6-dioxopiperidin-3-yl)-1,3-dioxoisoindolin-5-yl)glycyl)piperidin-4-yl)acrylonitrile O=C1NC(CCC1N1C(C2=CC=C(C=C2C1=O)NCC(=O)N1CCC(CC1)C=CC#N)=O)=O